C12(CC(C1)C2)C2=C(C(=C1C=NC(=NN12)N[C@H]1[C@@H](COCC1)O)Cl)C#N 7-(bicyclo[1.1.1]pentan-1-yl)-5-chloro-2-(((3S,4R)-3-hydroxytetrahydro-2H-pyran-4-yl)amino)pyrrolo[2,1-f][1,2,4]triazine-6-carbonitrile